FC1=C(C=C(C=C1)NC(=O)C1=C(N(C(=C1C)C(C(=O)NC1(CC(C1)O)C(F)(F)F)=O)C)C)C N-(4-fluoro-3-methylphenyl)-5-(2-((3-hydroxy-1-(trifluoromethyl)cyclobutyl)amino)-2-oxoacetyl)-1,2,4-trimethyl-1H-pyrrole-3-carboxamide